β-methoxyisobutyric acid methyl ester COC(C(COC)C)=O